benzyl (3R,4R)-3-amino-4-fluoropiperidine-1-carboxylate, hydrochloride Salt Cl.N[C@@H]1CN(CC[C@H]1F)C(=O)OCC1=CC=CC=C1